piperidin-1-yl-(4-(4,4,5,5-tetramethyl-1,3,2-dioxaborolane-2-yl)phenyl)methanone N1(CCCCC1)C(=O)C1=CC=C(C=C1)B1OC(C(O1)(C)C)(C)C